ClC1=CC(=C(C=C1)C1=NC(=NC2=NC(=C(N=C12)C)C)C1(C[C@@H](OCC1)C=1C=NN(C1)C1CC1)OC)F 4-(4-chloro-2-fluorophenyl)-2-((2R)-2-(1-cyclopropyl-1H-pyrazol-4-yl)-4-methoxytetrahydro-2H-pyran-4-yl)-6,7-dimethylpteridine